2,3-dimercapto(dimercapto)-1-propanol SC(C(O)(S)S)CS